1-(5-(3-cyano-6-(1-methyl-1H-pyrazol-4-yl)pyrazolo[1,5-a]pyridin-4-yl)pyridin-2-yl)-N-(2,2,2-trifluoroethyl)piperidine-4-carboxamide C(#N)C=1C=NN2C1C(=CC(=C2)C=2C=NN(C2)C)C=2C=CC(=NC2)N2CCC(CC2)C(=O)NCC(F)(F)F